benzyl (1S,4S,5R)-5-[[1-(2-chloro-6-fluorophenyl)-4-cyclopropyl-1H-pyrazol-5-yl]methoxy]-2-azabicyclo[2.2.1]heptane-2-carboxylate ClC1=C(C(=CC=C1)F)N1N=CC(=C1CO[C@H]1[C@@H]2CN([C@H](C1)C2)C(=O)OCC2=CC=CC=C2)C2CC2